(1R,3s,5S)-3-methyl-8-azabicyclo[3.2.1]octane CC1C[C@H]2CC[C@@H](C1)N2